FC=1C=CC2=C(SC=C2)C1 6-fluorobenzo[b]thiophene